3-(2-{3-cyclopropylimidazo[1,5-a]pyridin-8-yl}ethynyl)-1-[(3S,5R)-5-(methoxymethyl)-1-(prop-2-enoyl)pyrrolidin-3-yl]-5-(methylamino)pyrazole-4-carboxamide C1(CC1)C1=NC=C2N1C=CC=C2C#CC2=NN(C(=C2C(=O)N)NC)[C@@H]2CN([C@H](C2)COC)C(C=C)=O